3-[[(4-amino-2,2-dioxo-1H-2,1,3-benzothiadiazin-5-yl)oxy]methyl]-N-cyclopentyl-2-oxo-3-piperidinecarboxamide NC1=NS(NC2=C1C(=CC=C2)OCC2(C(NCCC2)=O)C(=O)NC2CCCC2)(=O)=O